3,4,5-trifluorophenylarsinic acid FC=1C=C(C=C(C1F)F)[AsH](O)=O